CC1(CNC=2C1=NC(=CC2CN2C[C@H](CCC2)C)C(=O)O)C 3,3-dimethyl-7-{[(3S)-3-methylpiperidin-1-yl]methyl}-1h,2h-pyrrolo[3,2-b]pyridine-5-carboxylic acid